N-tert-butyl-2-[(2-{4-[(1-hydroxycyclobutyl)methoxy]pyridin-2-yl}-5H,6H,7H-cyclopenta[d]pyrimidin-4-yl)(methyl)amino]acetamide C(C)(C)(C)NC(CN(C)C=1C2=C(N=C(N1)C1=NC=CC(=C1)OCC1(CCC1)O)CCC2)=O